Dimethyl-2,4-dimethylcyclopentadienyl-2-methyl-4-(4'-t-butylphenyl)indenyl-silane C[Si](C1C(=CC2=C(C=CC=C12)C1=CC=C(C=C1)C(C)(C)C)C)(C1C(=CC(=C1)C)C)C